N1=C(N=CC=C1)C1(CC1)CO [1-(pyrimidin-2-yl)cyclopropyl]methanol